Diethyl (1RS,3aSR,6aSR)-5-cyclohexyl-1-(4-methoxyphenyl)-4,6-dioxo-1,3a,4,5,6,6a-hexahydropyrrolo[3,4-c]pyrrole-1-phosphonate C1(CCCCC1)N1C([C@@H]2[C@H](C1=O)C=N[C@]2(P(OCC)(=O)OCC)C2=CC=C(C=C2)OC)=O |r|